2-phenylpyridine platinum [Pt].C1(=CC=CC=C1)C1=NC=CC=C1